CC1=NC(=CC(=C1)C=1NC2=CC=C(C=C2C1C(C)C)C1CCN(CC1)C(CN1C(C[C@@H](C1)O)=O)=O)C (S)-1-(2-(4-(2-(2,6-dimethylpyridin-4-yl)-3-isopropyl-1H-indol-5-yl)piperidin-1-yl)-2-oxoethyl)-4-hydroxypyrrolidin-2-one